CN(C1=CC=C(C=C1)C(CC(O)C1=CC=C(C=C1)N(C)C)O)C 1,3-bis(4-dimethylaminophenyl)-1,3-propanediol